COC(=O)[C@@H]1C[C@H](CCC1)OC=1C(=NC(=CC1)C=1N=NN(C1CCN)C)C (1S,3S)-3-((6-(5-(2-aminoethyl)-1-methyl-1H-1,2,3-triazol-4-yl)-2-methylpyridin-3-yl)oxy)cyclohexane-1-carboxylic acid methyl ester